[Si].F[C] Fluorocarbon silicon